BrC1=CC=2CC3=C(C=CC=C3C2C=C1)Br 2,8-dibromo-fluorene